7-oxo-4-thia-1-azabicyclo[3.2.0]-heptane-3-carboxylic acid O=C1CC2SC(CN12)C(=O)O